C12(CC3CC(CC(C1)C3)C2)C(C(=O)N)OC2=NC(NC(=C2)OC2COC2)=O (ADAMANTAN-1-YL)-2-((6-(OXETAN-3-YLOXY)-2-OXO-1,2-DIHYDROPYRIMIDIN-4-YL)OXY)ACETAMIDE